(2,4-di-cumylphenyl)pentaerythritol diphosphite OP(O)OP(O)O.C(C)(C)(C1=CC=CC=C1)C1=C(C=CC(=C1)C(C)(C)C1=CC=CC=C1)C(O)C(CO)(CO)CO